COC1=CC=C(CN2N=C3CCC4=C(C3=C2)C=CC(=C4)N4C([C@H](CC4)NC4=CC(=CC=C4)OC)=O)C=C1 (S)-1-(2-(4-methoxybenzyl)-4,5-dihydro-2H-benzo[e]indazol-7-yl)-3-((3-methoxyphenyl)amino)pyrrolidin-2-one